COC1=CC=C(CN2N=CC=3C2=NC(=CC3C=3C(=NN(C3)C)N)C)C=C1 4-(1-(4-methoxybenzyl)-6-methyl-1H-pyrazolo[3,4-b]pyridin-4-yl)-1-methyl-1H-pyrazol-3-amine